COC1=CC=C(CN(S(=O)(=O)[C@@H](CC=2SC=CN2)CCC=C)CC2=CC=C(C=C2)OC)C=C1 (2R)-N,N-BIS(4-METHOXYBENZYL)-1-(1,3-THIAZOL-2-YL)-5-HEXENE-2-SULFONAMIDE